NC1=NC=NN2C1=C(C=C2C2CCC(CC2)C#N)Br 4-(4-amino-5-bromopyrrolo[2,1-f][1,2,4]triazin-7-yl)cyclohexanecarbonitrile